2-(difluoromethoxy)-3-methyl-5-nitropyridine FC(OC1=NC=C(C=C1C)[N+](=O)[O-])F